C(C=C)N1C(C2=NC(=CC=C2C1=O)NC1=NC=C(C(=N1)N[C@H](CO)C1=CC=CC=C1)C1=NC(=NO1)C1=NC=CC=C1)(C)C (S)-6-allyl-2-((4-((2-hydroxy-1-phenylethyl)amino)-5-(3-(pyridin-2-yl)-1,2,4-oxadiazol-5-yl)pyrimidin-2-yl)amino)-7,7-dimethyl-6,7-dihydro-5H-pyrrolo[3,4-b]pyridin-5-one